(3-amino-2-ethyl-6-fluorophenyl)(5-bromo-1H-pyrrolo[2,3-b]pyridin-3-yl)methanone NC=1C(=C(C(=CC1)F)C(=O)C1=CNC2=NC=C(C=C21)Br)CC